CC1=NN=C(S1)N1C(=NC2=C1C=C(C=C2)S(=O)(=O)NC2(CC2)C)SC 3-(5-methyl-1,3,4-thiadiazol-2-yl)-N-(1-methylcyclopropyl)-2-(methyl-sulfanyl)-1,3-benzodiazole-5-sulfonamide